1-((2R,4S)-4-(4-amino-3-((1,2-dimethyl-1H-benzo[d]imidazol-5-yl)ethynyl)-1H-pyrazolo[4,3-c]pyridin-1-yl)-2-(methoxymethyl)pyrrolidin-1-yl)prop-2-en-1-one formate salt C(=O)O.NC1=NC=CC2=C1C(=NN2[C@H]2C[C@@H](N(C2)C(C=C)=O)COC)C#CC2=CC1=C(N(C(=N1)C)C)C=C2